NC=1SC(=C(N1)C=1C=C(C#N)C=CC1)C1=CC(=NC(=C1)C(F)(F)F)C 3-[2-amino-5-[2-methyl-6-(trifluoromethyl)-4-pyridyl]thiazol-4-yl]benzonitrile